C(C)OC=1C=C(C=C(C1C(C)C)OCC)C(C)=O 1-[3,5-Diethoxy-4-(Propan-2-Yl)Phenyl]Ethan-1-One